FC(C#CC1CCN(CC1)C(=O)OC(C)(C)C)(F)F tert-butyl 4-(3,3,3-trifluoroprop-1-yn-1-yl)piperidine-1-carboxylate